C1(CCC1)OC1=C(C(=C(C(=O)O)C(=C1)\C=C\C1=CC=C(C=C1)F)O)CC=C(C)C (E)-4-(cyclobutoxy)-6-(4-fluorophenylvinyl)-2-hydroxy-3-(3-methylbut-2-en-1-yl)benzoic acid